N-(3-bromo-4-chlorophenyl)-2-chloroacetamide BrC=1C=C(C=CC1Cl)NC(CCl)=O